N1=NC=C2N1C=C(C=C2)C=2NC1=CC=C(C=C1C2C(C)C)C2CCN(CC2)CC(=O)N(C)C 2-(4-(2-([1,2,3]triazolo[1,5-a]pyridin-6-yl)-3-isopropyl-1H-indol-5-yl)piperidin-1-yl)-N,N-dimethylacetamide